2-(4-((3-isopropyl-2-(1,4,5-trimethyl-6-oxo-1,6-dihydropyridin-3-yl)-1H-indol-5-yl)oxy)piperidin-1-yl)-N,N-dimethylacetamide C(C)(C)C1=C(NC2=CC=C(C=C12)OC1CCN(CC1)CC(=O)N(C)C)C1=CN(C(C(=C1C)C)=O)C